N[C@@H]1C2=CC=CC=C2CC12CCN(CC2)C=2NC(C1=C(N2)NN=C1C1(CC1)C1=CN=NC(=C1)Cl)=O (S)-6-(1-amino-1,3-dihydrospiro[indene-2,4'-piperidine]-1'-yl)-3-(1-(6-chloropyridazin-4-yl)cyclopropyl)-1,5-dihydro-4H-pyrazolo[3,4-d]pyrimidin-4-one